C(C1=CC=CC=C1)(=O)C(C(C(=O)O)(O)C(C1=CC=CC=C1)=O)(O)C(=O)O (+)-(2R,3R)-bisbenzoyl-tartaric acid